[3-(1-methyl-1H-pyrazol-4-yl)phenyl]acetic acid methyl ester COC(CC1=CC(=CC=C1)C=1C=NN(C1)C)=O